COC1=C(C(=CC=C1)OC)N1C(=NC=2C1=NC(=CN2)NS(=O)(=O)CC2(CC2)O)C2=NC(=CC=C2)OCC N-(1-(2,6-dimethoxyphenyl)-2-(6-ethoxypyridin-2-yl)-1H-imidazo[4,5-b]pyrazin-6-yl)-1-(1-hydroxycyclopropyl)methanesulfonamide